3-[4-[3-[4-[(3R,5R)-5-[(1,5-dimethyl-6-oxo-pyridazin-4-yl)amino]-1-methyl-3-piperidyl]benzoyl]-3,9-diazaspiro[5.5]undecan-9-yl]-2-fluoro-6-methyl-phenyl]piperidine-2,6-dione CN1N=CC(=C(C1=O)C)N[C@@H]1C[C@@H](CN(C1)C)C1=CC=C(C(=O)N2CCC3(CC2)CCN(CC3)C3=CC(=C(C(=C3)C)C3C(NC(CC3)=O)=O)F)C=C1